NC1=C(C=CC=C1)[C@H]1[C@H](OC(O1)(C)C)CS(=O)(=O)[NH-] (((4S,5S)-5-(2-aminophenyl)-2,2-dimethyl-1,3-dioxolan-4-yl)methyl-sulfonyl)amide